(S)-2-(4-cyclopropyl-7-oxo-1-phenyl-1,7-dihydro-6H-pyrazolo[3,4-d]pyridazin-6-yl)-N-(1-(4-(trifluoromethyl)phenyl)ethyl)acetamide C1(CC1)C=1C2=C(C(N(N1)CC(=O)N[C@@H](C)C1=CC=C(C=C1)C(F)(F)F)=O)N(N=C2)C2=CC=CC=C2